(R)-8-cyclopentyl-7-ethyl-2-{{7-methoxy-1-[2-(4-methylpiperazin-1-yl)acetyl]-1,2,3,4-tetrahydroquinolin-6-yl}amino}-5-methyl-7,8-dihydropterin C1(CCCC1)N1C(CN(C=2C(N[C@](NC12)(N)NC=1C=C2CCCN(C2=CC1OC)C(CN1CCN(CC1)C)=O)=O)C)CC